5-bromo-2-methyl-pyridine BrC=1C=CC(=NC1)C